methyl 3-(3-((tert-butyldimethylsilyl)oxy)propoxy)-4-(2,6-dimethoxyphenyl)-2-oxo-2H-pyran-6-carboxylate [Si](C)(C)(C(C)(C)C)OCCCOC=1C(OC(=CC1C1=C(C=CC=C1OC)OC)C(=O)OC)=O